C(C(C)=C)OCC(C(=O)OC(C)CCCC)=C s-hexyl α-methallyloxymethylacrylate